O[C@H](COC=1C=C(C=CC1)S(=O)(=O)NC)CN[C@H]1COC2(C1)CCN(CC2)S(=O)(=O)C=2C=C(C=CC2)C2=CC=C(C=C2)CNCCC(C)C 3-((S)-2-hydroxy-3-((R)-8-(4'-((isopentylamino)methyl)biphenyl-3-ylsulfonyl)-1-oxa-8-azaspiro[4.5]decan-3-ylamino)propoxy)-N-methylbenzenesulfonamide